ClC1=C(C(=CC(=C1)C#CC1=CC=CC=C1)F)N1C=2N(C(C1=O)(C)C)C(=CN2)C2=NN(C=C2)C 1-(2-chloro-6-fluoro-4-(phenylethynyl)phenyl)-3,3-dimethyl-5-(1-methyl-1H-pyrazol-3-yl)-1H-imidazo[1,2-a]imidazol-2(3H)-one